FS(=O)(=O)C1=C(C=CC(=C1)N1C(N(C(CC1)=O)CC1=CC=C(C=C1)OC)=O)C1CCN(CC1)C(=O)OC(C)(C)C tert-butyl 4-[2-fluorosulfonyl-4-[3-[(4-methoxyphenyl)methyl]-2,4-dioxo-hexahydropyrimidin-1-yl]phenyl]piperidine-1-carboxylate